dichloro(1,2-diaminocyclohexane) platinum(II) [Pt+2].ClC1(C(CCCC1)(N)Cl)N